C(=O)O.N[C@H]1CC=CC[C@@H]1C1=C(C2=NC(=CC(=C2S1)NC\C=C\C)Cl)Br 2-((1s,6s)-6-aminocyclohex-3-en-1-yl)-3-bromo-N-((E)-but-2-en-1-yl)-5-chlorothieno[3,2-b]pyridin-7-amine formate salt